2-chloro-2-(bromodifluoromethoxy)-1,1,1-trifluoro-ethane ClC(C(F)(F)F)OC(F)(F)Br